BrC1=CC=C(C=N1)C(=O)C1CCN(CC1)S(=O)(=O)C (6-bromopyridin-3-yl)(1-(methylsulfonyl)piperidin-4-yl)methanone